(S)-6-(2-(2-methyl-6-(trifluoromethyl)pyrimidin-4-yl)-2,6-diazaspiro[3.4]octan-6-yl)-1-(tetrahydrofuran-3-yl)-1H-pyrazolo[3,4-b]pyrazine CC1=NC(=CC(=N1)N1CC2(C1)CN(CC2)C2=CN=C1C(=N2)N(N=C1)[C@@H]1COCC1)C(F)(F)F